N-[(3-fluoropyridin-2-yl)methyl]-2-[2-({2-[5-(pyridin-4-yl)-1H-imidazol-2-yl]ethyl}amino)ethyl]-[1,3]thiazolo[5,4-d]pyrimidin-7-amine FC=1C(=NC=CC1)CNC=1C2=C(N=CN1)SC(=N2)CCNCCC=2NC(=CN2)C2=CC=NC=C2